8,9-difluoro-6-methyl-1,2,5,6-tetrahydro-4H-pyrrolo[3,2,1-ij]quinolin-5-yl 4-methylbenzenesulfonate CC1=CC=C(C=C1)S(=O)(=O)OC1CN2C3=C(C(=C(C=C3C1C)F)F)CC2